C1(CC1)C1=NC=NC(=C1C=1SC=2C(=NC=CC2N1)CC1=CC=C(C=C1)C=1N(C=C(N1)C(F)(F)F)C)OC 2-(4-cyclopropyl-6-methoxypyrimidin-5-yl)-4-(4-(1-methyl-4-(trifluoromethyl)-1H-imidazol-2-yl)benzyl)thiazolo[5,4-c]pyridine